NC12CC(C1)(C2)NC(COC2CC(C2)OC(F)(F)F)=O N-(3-aminobicyclo[1.1.1]pent-1-yl)-2-(3-(trifluoromethoxy)cyclobutoxy)acetamide